C(C=C)(=O)N1C[C@H]([C@@H](C1)OCC1=CC=C(C=C1)C(F)(F)F)NC1=NC=C(C=N1)N1C(CCC1)=O 1-(2-(trans-1-acryloyl-4-(4-(trifluoromethyl)benzyloxy)pyrrolidin-3-ylamino)pyrimidin-5-yl)pyrrolidin-2-one